tert-Butyl 3'-((5-((1-phenylpropyl)carbamoyl)-1H-indol-1-yl)methyl)-[1,1'-biphenyl]-2-carboxylate C1(=CC=CC=C1)C(CC)NC(=O)C=1C=C2C=CN(C2=CC1)CC=1C=C(C=CC1)C=1C(=CC=CC1)C(=O)OC(C)(C)C